1-(2-chlorophenyl)-2-toluenesulfonic acid ClC1=C(C=CC=C1)C1(C)C(C=CC=C1)S(=O)(=O)O